C(C)(C)(C)[Si](OCCC=1SC=C(C1)C)(C)C tert-butyldimethyl-(2-(4-methylthiophene-2-yl)ethoxy)silane